FC(Cl)Cl monofluoromethylene chloride